4-((S)-1-(difluoromethyl)-5-fluoro-2,3-dihydro-1H-benzo[d]pyrrolo[1,2-a]imidazol-7-yl)-5-fluoro-N-(5-((3-methyl-3,8-diazabicyclo[3.2.1]octan-8-yl)methyl)pyridin-2-yl)pyrimidin-2-amine FC([C@@H]1CCC=2N1C1=C(N2)C(=CC(=C1)C1=NC(=NC=C1F)NC1=NC=C(C=C1)CN1C2CN(CC1CC2)C)F)F